7-(2,5-dimethyl-4-(methyl(3-methylquinoxalin-6-yl)amino)piperidin-1-yl)-4-methyl-2-(tetrahydro-2H-pyran-2-yl)-2,4-dihydro-5H-pyrazolo[4,3-b]pyridin-5-one CC1N(CC(C(C1)N(C=1C=C2N=C(C=NC2=CC1)C)C)C)C=1C=2C(N(C(C1)=O)C)=CN(N2)C2OCCCC2